2-(2-(5-cyclopropyl-3-(2-(trifluoromethyl)phenyl)isoxazol-4-yl)-7-azaspiro[3.5]non-1-en-7-yl)-4-methoxybenzo[d]thiazole-6-carboxylic acid C1(CC1)C1=C(C(=NO1)C1=C(C=CC=C1)C(F)(F)F)C1=CC2(C1)CCN(CC2)C=2SC1=C(N2)C(=CC(=C1)C(=O)O)OC